ClC1=C(C(=CC=C1)Cl)N1CC(C1)C1=CC=C(C2=CC=CC=C12)CN1CC(C1)(C)OC(C)=O acetic acid 1-((4-(1-(2,6-dichlorophenyl) azetidin-3-yl) naphthalen-1-yl) methyl)-3-methylazetidin-3-yl ester